CN1C=[N+](C=C1)CCCCCCCCCCCCCCCCCC 1-Methyl-3-octadecylimidazolium